(2-hydroxy-2-methylpropyl)-8-(1H-pyrazol-4-yl)-6-(5-(trifluoromethyl)pyridin-2-yl)pyrido[3,4-d]pyrimidin-4(3H)-one OC(CC=1NC(C2=C(N1)C(=NC(=C2)C2=NC=C(C=C2)C(F)(F)F)C=2C=NNC2)=O)(C)C